CC=1C(=C(C=C(C1)C(F)(F)F)O)C=1N=NC(=CC1)NCC1NCCCC1 3-methyl-2-(6-((piperidin-2-ylmethyl)amino)pyridazin-3-yl)-5-(trifluoromethyl)phenol